Adenosine Tri-phosphate P(=O)(O)(O)O[C@H]1[C@@H](O[C@@H]([C@H]1OP(=O)(O)O)COP(=O)(O)O)N1C=NC=2C(N)=NC=NC12